NO[C@@](C(=O)OC(C)(C)C)(C)[C@@H]1OC2=CC=C(C=C2CC1)C=1C=NN(C1)CCCNC(=O)OC(C)(C)C tert-butyl (S)-2-(aminooxy)-2-((R)-6-(1-(3-((tert-butoxycarbonyl)amino)-propyl)-1H-pyrazol-4-yl)chroman-2-yl)propanoate